C(C1=CC=CC=C1)[C@]1(N(CCC1)C([C@H](CNC(=O)OCC1=CC=CC=C1)NC([C@H](C)N(C)C(=O)OC(C)(C)C)=O)=O)C(=O)OC(C)(C)C1=C(C=C(C=C1)C)CO 2-(2-(hydroxymethyl)-4-methylphenyl)propan-2-ol (S)-benzyl-1-((S)-3-(benzyloxycarbonylamino)-2-((S)-2-(tert-butoxycarbonyl(methyl)amino)propanamido)propanoyl)pyrrolidine-2-carboxylate